(R)-N-((1s,4S)-4-(1,1-difluoro-2-methoxyethyl)-4-hydroxycyclohexyl)-4-(5-(5-fluoro-2-methoxypyridin-4-yl)-1H-pyrazole-3-carbonyl)-4-azaspiro[2.5]Octane-7-carboxamide FC(COC)(F)C1(CCC(CC1)NC(=O)[C@@H]1CCN(C2(CC2)C1)C(=O)C1=NNC(=C1)C1=CC(=NC=C1F)OC)O